FC(C=1C=C(C=C(C1)C(F)(F)F)C(C(=O)N(C)C=1C=NC(=CC1C1=C(C=C(C=C1)F)C)N1C[C@H]2COCCN2C[C@H]1CO)(C)C)(F)F 2-[3,5-Bis(trifluoromethyl)phenyl]-N-{4-(4-fluoro-2-methylphenyl)-6-[(7S,9aS)-7-(hydroxymethyl)hexahydropyrazino[2,1-c][1,4]oxazin-8(1H)-yl]-3-pyridinyl}-N,2-dimethylpropanamide